3-((5-(5-(difluoromethyl)-1,3,4-oxadiazole-2-yl)pyridine-2-yl)methyl)-5-fluoro-6-(1-(piperidine-4-yl)-1H-pyrazole-4-yl)benzo[d]oxazole-2(3H)-one FC(C1=NN=C(O1)C=1C=CC(=NC1)CN1C(OC2=C1C=C(C(=C2)C=2C=NN(C2)C2CCNCC2)F)=O)F